O[C@@H](C(=O)N1C2CCC([C@H]1C(=O)N[C@@H](C[C@H]1C(NCC1)=O)C(COC(F)(F)F)=O)CC2)CC(C)C (S)-2-((R)-2-hydroxy-4-methylpentanoyl)-N-((S)-3-oxo-1-((S)-2-oxopyrrolidin-3-yl)-4-(trifluoromethoxy)butan-2-yl)-2-azabicyclo[2.2.2]octane-3-carboxamide